benzyl 4-[1-(benzenesulfonyl)-4-bromoindazol-3-yl]piperazine-1-carboxylate C1(=CC=CC=C1)S(=O)(=O)N1N=C(C2=C(C=CC=C12)Br)N1CCN(CC1)C(=O)OCC1=CC=CC=C1